tert-butyl 4-[[4-[(2,6-dioxo-3-piperidyl)amino]phenyl]methyl]piperazine-1-carboxylate O=C1NC(CCC1NC1=CC=C(C=C1)CN1CCN(CC1)C(=O)OC(C)(C)C)=O